FC(OC1=CC=C(C=C1)N1C2=C(C=C(C1=O)C1=CC3=C(N=C4N3CCCC4)C=C1)SC(=N2)OCC)F 4-(4-(difluoromethoxy)phenyl)-2-ethoxy-6-(1,2,3,4-tetrahydrobenzo[4,5]imidazo[1,2-a]pyridin-8-yl)thiazolo[4,5-b]pyridin-5(4H)-one